(1S,2R,3S,5S)-2,3-dihydroxyl-N-isopropyl-4-(6-(((4-methylpyridin-2-yl)methyl)amino)-2-(5-methylpyridin-3-yl)-9H-purin-9-yl)bicyclo[3.1.0]hexane-1-formamide O[C@@H]1[C@@]2(C[C@@H]2C([C@@H]1O)N1C2=NC(=NC(=C2N=C1)NCC1=NC=CC(=C1)C)C=1C=NC=C(C1)C)C(=O)NC(C)C